ClC1=CC=C(C=C1)CC#N 4-Chloro-phenylacetonitril